CC1=C(C=C(C=C1)C1=CC(=NC=C1)C1=CC=CC=C1)S(=O)(=O)N1CCOCC1 ((2-methyl-5-(2-phenylpyridin-4-yl)phenyl)sulfonyl)morpholine